((2S,3R)-3-(2-amino-7-(1H-pyrazol-5-yl)quinolin-4-ylamino)bicyclo[2.2.1]heptan-2-yl)methanol NC1=NC2=CC(=CC=C2C(=C1)N[C@H]1[C@H](C2CCC1C2)CO)C2=CC=NN2